methyl (1r,2'R,4R)-4-(3-chloroanilino)-2'-{3-[(thieno[3,2-b]pyridin-7-yl)oxy]propyl}-2',3'-dihydrospiro[cyclohexane-1,1'-indene]-4-carboxylate ClC=1C=C(NC2(CCC3([C@@H](CC4=CC=CC=C34)CCCOC3=C4C(=NC=C3)C=CS4)CC2)C(=O)OC)C=CC1